C1(CC1)OC(=O)N1CCCC2=CC(=CC=C12)C(C)C=1NC=2C(=NC=C(C2)Br)N1.C1=CC=CC2=NC3=CC=CC=C3C=C12 acridine cyclopropyl-6-(1-(6-bromo-1H-imidazo[4,5-b]pyridin-2-yl)ethyl)-3,4-dihydroquinoline-1(2H)-carboxylate